BrC1=C2C=NN(C2=CC(=C1N)CC)C1OCCCC1 4-bromo-6-ethyl-1-(tetrahydro-2H-pyran-2-yl)-1H-indazol-5-amine